6-((((3r,5r,7r)-adamantan-1-yl)methyl)carbamoyl)-3-(9-((4-(aminomethyl)-2,6-dimethylphenyl)carbamoyl)-4,5-dihydrobenzo[b]thieno[2,3-d]oxepin-8-yl)picolinic acid C12(CC3CC(CC(C1)C3)C2)CNC(=O)C2=CC=C(C(=N2)C(=O)O)C=2C(=CC3=C(OCCC1=C3SC=C1)C2)C(NC2=C(C=C(C=C2C)CN)C)=O